N-methylcyclopentylhydroxylamine CN(O)C1CCCC1